(4S)-2-(((1S,4R)-4-(2-amino-6-chloro-9H-purin-9-yl)cyclopent-2-en-1-yl)methoxy)-4-phenyl-1,3,2-dioxaphosphinane 2-oxide NC1=NC(=C2N=CN(C2=N1)[C@H]1C=C[C@H](C1)COP1(OCC[C@H](O1)C1=CC=CC=C1)=O)Cl